5-cyclopropyl-2-(4-{[(2R)-2-hydroxypropyl]amino}pyrrolo[1,2-d][1,2,4]triazin-1-yl)phenol C1(CC1)C=1C=CC(=C(C1)O)C=1C=2N(C(=NN1)NC[C@@H](C)O)C=CC2